CC1=NC=2C=CC(=CC2C2=C1C(N(C2=O)C2=CC=CC=C2)=O)S(=O)(=O)N2CCCCC2 4-methyl-2-phenyl-8-(piperidine-1-sulfonyl)-1H,2H,3H-pyrrolo[3,4-c]quinoline-1,3-dione